COC1=CC=C(C=C1)C=1N(C2=CC=CC=C2C1)O 2-(4-methoxyphenyl)-1H-indol-1-ol